OC1=C(C=C(C=C1C(C)(C)C)CCC(=O)O)C(C)(C)C 3-(4'-hydroxy-3',5'-di-t-butylphenyl)propionic acid